(p-tolyl)silane C1(=CC=C(C=C1)[SiH3])C